1-(difluoromethyl)cyclopropan-1-amine FC(C1(CC1)N)F